COC([C@@H](NC([C@@H](NC([C@@H](NC(OC(C)(C)C)=O)CC1=CC=C(C=C1)F)=O)CC1CC1)=O)C[C@H]1C(NC(C1)(C)C)=O)=O (6S,9S,12S)-methyl-9-(cyclopropylmethyl)-12-(((R)-5,5-dimethyl-2-oxopyrrolidin-3-yl)methyl)-6-(4-fluorobenzyl)-2,2-dimethyl-4,7,10-trioxo-3-oxa-5,8,11-triazatridecan-13-oate